deoxythymidine-5'-triphosphate P(O)(=O)(OP(=O)(O)OP(=O)(O)O)OC[C@@H]1[C@H](C[C@@H](O1)N1C(=O)NC(=O)C(C)=C1)O